C(C)(C)(C)OC(=O)N[C@H](C(=O)N1[C@@H]([C@H]2C[C@H]2C1)C(=O)O)C(C)(C)C (1S,2S,5R)-3-[(2S)-2-(tert-butoxycarbonylamino)-3,3-dimethyl-butanoyl]-3-azabicyclo[3.1.0]hexane-2-carboxylic acid